C=C1[C@H](C[C@@H]([C@H]1CO)O)N2C=NC3=C2N=C(NC3=O)N The molecule is guanine substituted at the 9 position by a 4-hydroxy-3-(hydroxymethyl)-2-methylidenecyclopentyl group. A synthetic analogue of 2'-deoxyguanosine, it is a nucleoside reverse transcriptase inhibitor with selective antiviral activity against hepatitis B virus. Entecavir is phosphorylated intracellularly to the active triphosphate form, which competes with deoxyguanosine triphosphate, the natural substrate of hepatitis B virus reverse transcriptase, inhibiting every stage of the enzyme's activity, although it has no activity against HIV. It is used for the treatment of chronic hepatitis B. It has a role as an EC 2.7.7.49 (RNA-directed DNA polymerase) inhibitor and an antiviral drug. It is a member of 2-aminopurines, an oxopurine, a primary alcohol and a secondary alcohol.